secondary-butanol C(C)(CC)O